1-methyl-4-[(3R)-3-methylmorpholin-4-yl]-6-[(2R)-2-(trifluoromethyl)-1-piperidinyl]pyridin-2-one ethyl-6-bromo-4-fluoro-1H-indole-2-carboxylate C(C)OC(=O)C=1NC2=CC(=CC(=C2C1)F)Br.CN1C(C=C(C=C1N1[C@H](CCCC1)C(F)(F)F)N1[C@@H](COCC1)C)=O